N-(3-(3-amino-3-methylpyrrolidin-1-yl)-1-(2-(1,1-difluoroethyl)-6-ethylpyrimidin-4-yl)-1H-pyrazolo[4,3-c]pyridin-6-yl)acetamide hydrochloride Cl.NC1(CN(CC1)C1=NN(C2=C1C=NC(=C2)NC(C)=O)C2=NC(=NC(=C2)CC)C(C)(F)F)C